3-(dimethylamino)butanoyl chloride CN(C(CC(=O)Cl)C)C